CN1C(C=CC2=CC(=CC=C12)OCCCC(=O)O)=O 4-(1-methyl-2-oxo-1,2-dihydroquinolin-6-yloxy)butyric acid